FC(C(=O)N1CCC(CC1)NS(=O)(=O)C)(F)C=1C=C(C(=O)NC2=CC(=C(C=C2)F)C)C=CC1F 3-(1,1-difluoro-2-(4-(methylsulfonamido)piperidin-1-yl)-2-oxoethyl)-4-fluoro-N-(4-fluoro-3-methylphenyl)benzamide